C(C1=CC=CC=C1)N(CCCS(=O)(=O)NC(NC1=C2CCCC2=CC=C1C1=CC(=NC=C1)OC)=O)CC 3-(benzyl-(ethyl)amino)-N-((5-(2-methoxypyridin-4-yl)-2,3-dihydro-1H-inden-4-yl)carbamoyl)propane-1-sulfonamide